1,4-diformylaminoanthracene C(=O)NC1=CC=C(C2=CC3=CC=CC=C3C=C12)NC=O